ClC=1C=C(C=CC1Cl)C(C(=O)N1[C@H]2CC[C@@H]1CC=1C(=NC=CC12)F)=O 1-(3,4-Dichlorophenyl)-2-((5S,8R)-1-fluoro-6,7,8,9-tetrahydro-5H-5,8-epiminocyclohepta-[c]pyridin-10-yl)ethane-1,2-dione